COCC1=NC2=CC(=CC(=C2N=C1)C=1SC2=C(N1)C=CC(=C2)CO)C (2-(2-(methoxymethyl)-7-methylquinoxalin-5-yl)benzo[d]thiazol-6-yl)methanol